ClC=1C=CC(=C(\C=N\NC(CN2N=NC(=C2)C2=CC=CC=C2)=O)C1)O (E)-N'-(5-chloro-2-hydroxybenzylidene)-2-(4-phenyl-1H-1,2,3-triazol-1-yl)acethydrazide